C(C)OC(=O)C=1C=NN(C1C1CC1)C1=CC(=CC=C1)C#N 1-(3-cyanophenyl)-5-cyclopropyl-1H-pyrazole-4-carboxylic acid ethyl ester